[Cl-].[Tb+3].[Cl-].[Cl-] Terbium(III) chloride